4-((4-(aminomethyl)-1H-pyrazol-1-yl)methyl)-N,N-dimethylpyridin-2-amine dihydrochloride Cl.Cl.NCC=1C=NN(C1)CC1=CC(=NC=C1)N(C)C